7-isopropoxy-2-(1-methyl-2-oxabicyclo[2.1.1]hex-4-yl)-N-(1-((1S,2S)-2-methylcyclopropyl)-2-oxo-1,2-dihydropyridin-3-yl)imidazo[1,2-a]pyrimidine-6-carboxamide C(C)(C)OC1=NC=2N(C=C1C(=O)NC=1C(N(C=CC1)[C@@H]1[C@H](C1)C)=O)C=C(N2)C21COC(C2)(C1)C